OCCC1C(C1CC/C=C/C(C)=O)(C)C (E)-6-(3-(2-hydroxyethyl)-2,2-dimethylcyclopropyl)hex-3-en-2-one